C(C)(C)(C)OC(/C=C/C1=CC(=C(C(=O)OC)C=C1)F)=O methyl (E)-4-(3-(t-butoxy)-3-oxoprop-1-en-1-yl)-2-fluorobenzoate